tert-Butyl {1-[4-(2,3,9-trimethyl-6H-thieno[3,2-f][1,2,4]triazolo[4,3-a][1,4]diazepin-4-yl)benzoyl]piperidin-4-yl}carbamate CC1=C(C=2C(=NCC=3N(C2S1)C(=NN3)C)C3=CC=C(C(=O)N1CCC(CC1)NC(OC(C)(C)C)=O)C=C3)C